N-(3,3-difluoropiperidin-4-yl)-2-methyl-5-((1-methyl-1H-1,2,4-triazol-3-yl)methoxy)benzofuran-3-carboxamide FC1(CNCCC1NC(=O)C1=C(OC2=C1C=C(C=C2)OCC2=NN(C=N2)C)C)F